N-(1,1-Dimethyl-1,2,3,4-tetrahydroisoquinolin-7-yl)-5-(2-fluoropyridin-3-yl)-1H-indazol-3-formamide CC1(NCCC2=CC=C(C=C12)NC(=O)C1=NNC2=CC=C(C=C12)C=1C(=NC=CC1)F)C